2-bromo-7-(2,3,4-trifluorophenoxy)-6,7-dihydro-5H-pyrrolo[1,2-b][1,2,4]triazole BrC=1N=C2N(N1)CCC2OC2=C(C(=C(C=C2)F)F)F